C(C)(C)(C)OC(=O)N1C(CCC[C@@H]1[C@@H](O)C1=CC(=CC=C1)Cl)(C)C.O=C(CC=1C=CC=C2C=3C=CC=CC3C=C(C12)NC(=O)C1=NC2=CC=CC=C2C=C1)C1=CC=CC=C1 N-(8-(2-oxo-2-phenylethyl)phenanthren-9-yl)quinoline-2-carboxamide tert-butyl-(R)-6-((S)-(3-chlorophenyl)(hydroxy)methyl)-2,2-dimethylpiperidine-1-carboxylate